(2RS,3'SR)-5''-Bromo-4''-chloro-1''-(4-methoxybenzyl)-1'',2''-dihydrodispiro[oxirane-2,1'-cyclopentane-3',3''-pyrrolo[2,3-b]pyridine] BrC=1C(=C2C(=NC1)N(C[C@@]21C[C@@]2(CC1)OC2)CC2=CC=C(C=C2)OC)Cl |r|